C1(=CC=CC=C1)C1C(CSC1)C(=O)O 4-phenyltetrahydrothiophene-3-carboxylic acid